COC1=CN=CC(=N1)C(CC(=O)O)N1N=CC2=CC(=CC=C12)OCCC1=NC=2NCCCC2C=C1 3-(6-methoxypyrazin-2-yl)-3-(5-(2-(5,6,7,8-tetrahydro-1,8-naphthyridin-2-yl)ethoxy)-1H-indazol-1-yl)propionic acid